CC(C)(CC(C)(O)C)O 2,4-Dimethyl-2,4-pentanediol